C(C)N(C(C1=CC(=CC=C1)C1=CC(=C2C(=N1)C=CS2)NCCCN2CCCCC2)=O)CC N,N-diethyl-3-(7-((3-(piperidin-1-yl)propyl)amino)thieno[3,2-b]pyridin-5-yl)benzamide